C(C=C)C=1N=C(C2=CC=CC=C2C1)OC 3-Allyl-1-methoxyisoquinoline